(4-aminoimidazo[1,5-a]quinoxalin-8-yl)((4aS,9bS)-7-(trifluoromethyl)-4a,9b-dihydro-2H-spiro[benzofuro[3,2-b]pyridine-3,1'-cyclopropan]-1(4H)-yl)methanone NC=1C=2N(C3=CC(=CC=C3N1)C(=O)N1[C@@H]3[C@H](CC4(CC4)C1)OC1=C3C=CC(=C1)C(F)(F)F)C=NC2